ClC=1N=C(C2=CC=C(C=C2C1)C#N)C(=O)O 3-chloro-6-cyanoisoquinoline-1-carboxylic acid